[(2R,4S,5R)-5-{[(tert-butyldimethylsilyl)oxy]methyl}-4-hydroxyoxolan-2-yl]-3H-pyrimidine [Si](C)(C)(C(C)(C)C)OC[C@@H]1[C@H](C[C@@H](O1)C1N=CC=CN1)O